C1(=CC=CC=C1)C1(COC1)C(=O)O 3-phenyloxetane-3-carboxylic acid